(2S,4r)-N-[(5-cyclopentylisoxazol-3-yl)methyl]-1-[(2S)-2-(4-cyclopropyltriazol-1-yl)-3,3-dimethyl-butyryl]-4-hydroxy-pyrrolidine-2-carboxamide C1(CCCC1)C1=CC(=NO1)CNC(=O)[C@H]1N(C[C@@H](C1)O)C([C@H](C(C)(C)C)N1N=NC(=C1)C1CC1)=O